methyl 4-(trifluoromethanesulfonyloxy)-2,5-dihydrofuran-3-carboxylate FC(S(=O)(=O)OC1=C(COC1)C(=O)OC)(F)F